N-pentylpentane-1,5-diamine C(CCCC)NCCCCCN